ClC1=CC=C(S1)[C@H](CC(NO)=N)O (3S)-3-(5-chlorothiophen-2-yl)-N,3-dihydroxypropanimidamide